N[C@@H]1CN(CC1)C(=O)N1CCN(C2=CC=CC=C12)C1=NC=CC=C1 (S)-(3-Aminopyrrolidin-1-yl)(4-(pyridin-2-yl)-3,4-dihydroquinoxaline-1(2H)-yl)methanone